3-[6-Chloro-3-[(1R)-1-[3,6-dimethyl-2-(2-methyltriazol-4-yl)-4-oxo-chromen-8-yl]ethoxy]-2-pyridyl]-4H-1,2,4-oxadiazol-5-one ClC1=CC=C(C(=N1)C1=NOC(N1)=O)O[C@H](C)C=1C=C(C=C2C(C(=C(OC12)C1=NN(N=C1)C)C)=O)C